2'-(4-(tert-butyl)phenyl)-7'-chlorospiro[adamantane-2,9'-fluorene] C(C)(C)(C)C1=CC=C(C=C1)C1=CC=2C3(C4=CC(=CC=C4C2C=C1)Cl)C1CC2CC(CC3C2)C1